ClC=1C=NN(C(C1)=O)CC(=O)NC1=CC(=C(C=C1)C)S(NCCC=1N=CSC1)(=O)=O 2-(4-chloro-6-oxo-pyridazin-1-yl)-N-[4-methyl-3-(2-thiazol-4-ylethylsulfamoyl)phenyl]acetamide